8-oxo-8-(((tetrahydro-2H-pyran-2-yl)oxy)amino)octanoic acid O=C(CCCCCCC(=O)O)NOC1OCCCC1